C(C)(C)(C)C=1C=C2C3=CC=CC4=C(C=CC(C=5C=C(C=C(C1)C25)C(C)(C)C)=C43)C=O 8,11-Di-tert-butylperylene-3-carbaldehyde